[Br-].NCCC[N+](C[C@H](COCCCCCCCCCCCC)OCCCCCCCCCCCC)(C)C |r| (+/-)-N-(3-aminopropyl)-N,N-dimethyl-2,3-bis(dodecyloxy)-1-propanaminium bromide